ClC1=C(C(=O)N2CC3CCC(C2)N3C=3C=C(C=CC3OC)S(=O)(=O)Cl)C=CC(=C1)F 3-[3-(2-chloro-4-fluoro-benzoyl)-3,8-diazabicyclo[3.2.1]octan-8-yl]-4-methoxy-benzenesulfonyl chloride